3-iodo-2-methoxypyridine IC=1C(=NC=CC1)OC